C1(CCCCC1)CCOC=1C=C(C(=O)N2CCN(CC2)C(=O)OC(C)(C)C)C=CC1 tert-Butyl 4-(3-(2-cyclohexylethoxy)benzoyl)piperazine-1-carboxylate